tert-butyl (3S)-4-(5-(5-(tert-butoxy)-2-cyano-5-oxopentan-2-yl)pyridin-2-yl)-3-methylpiperazine-1-carboxylate C(C)(C)(C)OC(CCC(C)(C#N)C=1C=CC(=NC1)N1[C@H](CN(CC1)C(=O)OC(C)(C)C)C)=O